4'-(4,6-bis(4-(6-cyanopyridin-3-yl)phenyl)-1,3,5-triazin-2-yl)-[1,1':2',1''-terphenyl]-4,4''-dicarbonitrile C(#N)C1=CC=C(C=N1)C1=CC=C(C=C1)C1=NC(=NC(=N1)C1=CC=C(C=C1)C=1C=NC(=CC1)C#N)C=1C=C(C(=CC1)C1=CC=C(C=C1)C#N)C1=CC=C(C=C1)C#N